2-tertiary butyl-p-tert-octylphenol C(C)(C)(C)C1=C(C=CC(=C1)C(C)(C)CC(C)(C)C)O